FC(C)CC(CCCC)F 2,4-difluorooctane